octadecylamine lauryl-phosphate C(CCCCCCCCCCC)OP(=O)(O)O.C(CCCCCCCCCCCCCCCCC)N